(S)-tert-butyl 2-(6-chloro-2-(2-(2-hydroxypropan-2-yl)isonicotinyl)-1,2,3,4-Tetrahydroisoquinolin-8-yl)pyrrolidine-1-carboxylate ClC=1C=C2CCN(CC2=C(C1)[C@H]1N(CCC1)C(=O)OC(C)(C)C)CC1=CC(=NC=C1)C(C)(C)O